1-aminomethyl-triethoxysilane NC[Si](OCC)(OCC)OCC